CNC(C1=C(C=CC=C1)SC1=CC=C2C(=NN(C2=C1)C(=O)OCCOCCO[Si](C)(C)C(C)(C)C)\C=C\C1=NC=CC=C1)=O N-methyl-2-((1-(2-(2-(tert-butyldimethylsilyloxy)ethoxy)ethoxycarbonyl)-3-((1E)-2-(2-pyridinyl)ethenyl)-1H-indazol-6-yl)thio)benzamide